C(C)(C)(C)OOC1(CCCCC1)C1(CC(CC(C1)C)(C)C)C1(CCCCC1)OOC(C)(C)C 1,1-bis(t-butylperoxycyclohexyl)-3,3,5-trimethylcyclohexane